ClC(C)(C)C=1C=C(C(NN1)=O)C(F)(F)F 6-(2-Chloropropane-2-yl)-4-(trifluoromethyl)pyridazin-3(2H)-one